(R)-2-((2-chloro-6-methyl-5,6,7,8-tetrahydropyrido[4,3-d]pyrimidin-4-yl)oxy)-1-fluoro-10-methyl-5,6,8,9,10,11-hexahydro-7H-pyrido[3',4':4,5]pyrrolo[2,3-f]isoquinolin-7-one ClC=1N=C(C2=C(N1)CCN(C2)C)OC=2N=CC=1CCC3=C(C1C2F)NC2=C3C(NC[C@H]2C)=O